N1N=NN=C1C1=C(C=CC=C1)C1=CC(=CC(=N1)N(CC(C)C)CC1=CC=CC=C1)NC1=CC=C(C=C1)Cl 6-(2-(1H-tetrazol-5-yl)phenyl)-N2-benzyl-N4-(4-chlorophenyl)-N2-isobutylpyridine-2,4-diamine